BrC=1C=C(COCC2CN(CC23CN(C3)C(=O)C3(CC3)C(F)(F)F)C(=O)C=3C=NN(C3)CC3=C(C(=O)OC(C)(C)C)C=CC=C3)C=CC1 tert-butyl 2-((4-(8-(((3-bromobenzyl)oxy)methyl)-2-(1-(trifluoromethyl)cyclopropane-1-carbonyl)-2,6-diazaspiro[3.4]octane-6-carbonyl)-1H-pyrazol-1-yl)methyl)benzoate